2-methyl-acryloyloxyethylsuccinic acid CC(C(=O)OCCC(C(=O)O)CC(=O)O)=C